N-hexadecyl-alpha-heptadecyl-nitrone C(CCCCCCCCCCCCCCC)[N+](=CCCCCCCCCCCCCCCCCC)[O-]